ClC1=CC=C(C=C1)C1=CC=C(N1C1=C(C=CC=C1)C(F)(F)F)C1=CC=C(C(=O)NCCOC)C=C1 4-[5-(4-chlorophenyl)-1-[2-(trifluoromethyl)phenyl]pyrrol-2-yl]-N-(2-methoxyethyl)benzamide